8-(5-((9-(3,3-Dimethylbutyl)-2,9-diazaspiro[5.5]undecan-2-yl)sulfonyl)pyridin-2-yl)-1-oxa-8-azaspiro[4.5]decane CC(CCN1CCC2(CCCN(C2)S(=O)(=O)C=2C=CC(=NC2)N2CCC3(CCCO3)CC2)CC1)(C)C